C(CC)C1C(C2C=CC1C2)C(=O)O 3-propylbicyclo[2.2.1]hept-5-ene-2-carboxylic acid